1-(2-chloro-3-(2-(dimethylamino)ethyl)-1H-indol-4-yl)-N-methylmethanesulfonamide ClC=1NC2=CC=CC(=C2C1CCN(C)C)CS(=O)(=O)NC